2,6-bis(5-amino-1H-benzimidazolyl)pyridine NC1=CC2=C(N(C=N2)C2=NC(=CC=C2)N2C=NC3=C2C=CC(=C3)N)C=C1